cesium monoxide tungsten [W+4].[O-2].[Cs+]